(R)-3-(5-(4-((1-(4-((S)-6'-Hydroxy-3',4'-dihydro-1'H-spiro[cyclopentane-1,2'-naphthalen]-1'-yl)phenyl)piperidin-4-yl)methyl)piperazin-1-yl)-1-oxoisoindolin-2-yl)piperidine-2,6-dione OC=1C=C2CCC3([C@H](C2=CC1)C1=CC=C(C=C1)N1CCC(CC1)CN1CCN(CC1)C=1C=C2CN(C(C2=CC1)=O)[C@H]1C(NC(CC1)=O)=O)CCCC3